[O-]P([O-])(=O)OP(=O)([O-])OP(=O)([O-])OP(=O)([O-])[O-].[Fe+2].[Fe+2].[Fe+2] iron tetraphosphate